OC1=C2C(C=C(OC2=CC(=C1OC)OC)C1=CC=C(C=C1)[O-])=O 4-(5-hydroxy-6,7-dimethoxy-4-oxo-4H-chromen-2-yl)phenolate